N1(CCCC1)CC=1C=CC=C2CCOCC12 8-(pyrrolidin-1-ylmethyl)isochroman